butyl N-[3-[(5-cyclopentylpyrazolo[1,5-a]pyrimidin-7-yl)amino]cyclobutyl]carbamate C1(CCCC1)C1=NC=2N(C(=C1)NC1CC(C1)NC(OCCCC)=O)N=CC2